2-(4-methoxy-5-(1H-pyrazol-4-yl)pyrimidin-2-yl)-4-((3-methoxyphenyl)amino)-3-oxo-2,8-diazaspiro[4.5]decane-8-carboxylic acid tert-butyl ester C(C)(C)(C)OC(=O)N1CCC2(C(C(N(C2)C2=NC=C(C(=N2)OC)C=2C=NNC2)=O)NC2=CC(=CC=C2)OC)CC1